CN(CCC=1C(=CC(N(C1)C(C(=O)N[C@@H](CC(=O)OCC)C=1C=C(C=C(C1F)C)C1=C(C=CC=C1C)C)CC(C)C)=O)C(F)(F)F)C ethyl (3S)-3-(2-(5-(2-(dimethylamino)ethyl)-2-oxo-4-(trifluoromethyl)pyridin-1(2H)-yl)-4-methylpentanamido)-3-(4-fluoro-2',5,6'-trimethyl-[1,1'-biphenyl]-3-yl)propanoate